ethylcarbodiimide, hydrochloride Cl.C(C)N=C=N